CC1=NN(C(=C1C1=CC=C(N)C=C1)C)COCC[Si](C)(C)C 4-(3,5-dimethyl-1-((2-(trimethylsilyl)ethoxy)methyl)-1H-pyrazol-4-yl)aniline